C(C)N1CCC2(CC2C(=O)N[C@@H](CCCCCC(CC)=O)C=2N=C(NC2C=2C=NN(C2)CCC)C2=CC=C(C=C2)F)CC1 6-Ethyl-N-((S)-1-(2-(4-fluorophenyl)-5-(1-propyl-1H-pyrazol-4-yl)-1H-imidazol-4-yl)-7-oxononyl)-6-azaspiro[2.5]octan-1-carboxamid